ClC=1C=2N(C=C(C1)C1(CN(C1)C(CCC1OCCO1)C(C)C)O)C(=NC2)C 3-{8-chloro-3-methylimidazo[1,5-a]pyridin-6-yl}-1-[1-(1,3-dioxolan-2-yl)-4-methylpentan-3-yl]azetidin-3-ol